P(O[C@@H](COCC1=C(C=CC=C1)C)CC1=C(C=CC=C1)C1=C(C(=C(C(=C1F)F)F)F)F)([O-])(=O)N (R)-pentafluorophenyl-phenyl-(1-(2-methylbenzyloxy) propan-2-yl) phosphoramidate